arsenic antimony trichloride [Sb](Cl)(Cl)Cl.[As]